FC1(CC2(C1)C[C@@H](N(CC2)CC2=C1C=CNC1=C(C=C2OC)C)C2=CC(=C(C(=O)O)C=C2)F)F (R)-4-(2,2-difluoro-7-((5-methoxy-7-methyl-1H-indol-4-yl)methyl)-7-azaspiro[3.5]nonan-6-yl)-2-fluorobenzoic acid